FC=1C=CC(=NC1)NC1=NN(C2=C1C=NC(=C2)C(=O)N2C[C@H](CCC2)CO)CC(F)(F)F [3-[(5-fluoro-2-pyridyl)amino]-1-(2,2,2-trifluoroethyl)pyrazolo[4,3-c]pyridin-6-yl]-[(3S)-3-(hydroxymethyl)-1-piperidyl]methanone